tert-butyl 4-(4,4-difluorocyclohexyl)piperazin-1-carboxylate FC1(CCC(CC1)N1CCN(CC1)C(=O)OC(C)(C)C)F